diethyl 2-methylpropanedioate CC(C(=O)OCC)C(=O)OCC